OC(C)(C)C=1C=C(SC1)S(=O)(=O)NC(NC1=C2CCCC2=CC(=C1C1=CC=2N(C=C1)C=NC2)C)=O 4-(2-hydroxypropan-2-yl)-N-((5-(imidazo[1,5-a]pyridin-7-yl)-6-methyl-2,3-dihydro-1H-inden-4-yl)carbamoyl)thiophene-2-sulfonamide